C(C)(C)(C)OC(NC1=NC(=CC(=C1)C1(CCC1)CC1=NN=CN1C)Cl)=O (6-chloro-4-(1-((4-methyl-4H-1,2,4-triazol-3-yl)methyl)cyclobutyl)pyridin-2-yl)carbamic acid tert-butyl ester